N=1SN=C2C1C=CC=C2 benzo[3,4-c][1,2,5]thiadiazole